(4-chloro-2-fluoro-6-methoxyphenyl)boronic acid ClC1=CC(=C(C(=C1)OC)B(O)O)F